N-{2,3-dimethoxy-6H,7H,8H-cyclopenta[b]1,5-naphthyridin-9-yl}-1-(oxolan-3-yl)piperidin-4-amine COC=1N=C2C(=C3C(=NC2=CC1OC)CCC3)NC3CCN(CC3)C3COCC3